The molecule is a hydroperoxy fatty acid that is (4Z,8E,10Z,12E,16Z,19Z)-docosahexaenoic acid in which the hydroperoxy group is located at position 14S. An intermediate of specialised proresolving mediators It has a role as a human xenobiotic metabolite. It is a docosanoid, a hydroperoxy fatty acid, a long-chain fatty acid and a lipid hydroperoxide. It is a conjugate acid of a (4Z,8E,10Z,12E,14S,16Z,19Z)-14-hydroperoxydocosahexaenoate. CC/C=C\\C/C=C\\C[C@@H](/C=C/C=C\\C=C\\CC/C=C\\CCC(=O)O)OO